C(C)(C)(C)OC(=O)N1C[C@H](CC1)[C@@H](C(=O)OC(C)(C)C)CC1=C(C(=C(C=C1)F)C=O)F (R)-3-((S)-1-(tert-butoxy)-3-(2,4-difluoro-3-formylphenyl)-1-oxopropan-2-yl)pyrrolidine-1-carboxylic acid tert-butyl ester